C1(CC1)C1=C(C(=NO1)C1CCC2(CC2)CC1)CO[C@H]1[C@@H]2CN([C@H](C1)C2)C=2SC1=C(N2)C(=CC(=C1)C(=O)O)F 2-((1S,4S,5R)-5-((5-cyclopropyl-3-(spiro[2.5]octan-6-yl)isoxazol-4-yl)methoxy)-2-azabicyclo[2.2.1]heptan-2-yl)-4-fluorobenzo[d]thiazole-6-carboxylic acid